(R)-3-methoxypiperidine-1-sulfonamide CO[C@H]1CN(CCC1)S(=O)(=O)N